BrCCCC1=C(SC=C1)C(=O)N (3-bromopropyl)thiophene-2-carboxamide